3-(N-cyclohexylamino)-propyltrimethoxysilane C1(CCCCC1)NCCC[Si](OC)(OC)OC